2-(3-((23-hydroxy-3,6,9,12,15,18,21-heptaoxatricosyl)oxy)phenyl)-N-(5-methyl-4-(1-(2-methylbenzoyl)indol-5-yl)thiazol-2-yl)acetamide OCCOCCOCCOCCOCCOCCOCCOCCOC=1C=C(C=CC1)CC(=O)NC=1SC(=C(N1)C=1C=C2C=CN(C2=CC1)C(C1=C(C=CC=C1)C)=O)C